N-(5-methoxy-1,3,4-thiadiazol-2-yl)-4-(6-methoxy-1H-indazol-5-yl)-6-methylnicotinamide COC1=NN=C(S1)NC(C1=CN=C(C=C1C=1C=C2C=NNC2=CC1OC)C)=O